C(CCCCCCCCC)N[O-].FC(C1=CC=C(C=C1)CCC(N1CCNCC1)CC1=CN=CC(=C1)C1=NOC=N1)(F)F 3-(4-(trifluoromethyl)phenyl)(5-(1,2,4-oxadiazolyl)nicotinyl)(1-piperazinyl)propan DecylaminOxide